(S)-(5-(methylsulfonyl)-2-((1,1,1-trifluoropropan-2-yl)oxy)phenyl)(piperazin-1-yl)methanone CS(=O)(=O)C=1C=CC(=C(C1)C(=O)N1CCNCC1)O[C@H](C(F)(F)F)C